tert-butyl (S)-2-(((2R,3R,4R,5S,6S)-6-((7H-purin-6-yl)amino)-4,5-dihydroxy-2-(hydroxymethyl)tetrahydro-2H-pyran-3-yl)carbamoyl)pyrrolidine-1-carboxylate N1=CN=C2N=CNC2=C1N[C@@H]1[C@H]([C@@H]([C@H]([C@@H](O1)CO)NC(=O)[C@H]1N(CCC1)C(=O)OC(C)(C)C)O)O